C1(CCCCC1)(N)N 4-cis-cyclohexanediamine